N1-[(2,4-dimethoxyphenyl)methyl]-N5-[[2-fluoro-4-[2-(1-methylimidazol-2-yl)ethoxymethyl]phenyl]methyl]isoquinoline-1,5-diamine COC1=C(C=CC(=C1)OC)CNC1=NC=CC=2C(=CC=CC12)NCC1=C(C=C(C=C1)COCCC=1N(C=CN1)C)F